C(CN1C(=NC2=C1C=CC(=C2)C(N)=O)C2=C(SC1=C2C(=NC=C1)OC)C(=O)O)N1C(=NC2=C1C=CC(=C2)C(N)=O)C2=C(SC1=C2C(=NC=C1)OC)C(=O)O 3'-(ethane-1,2-diylbis(5-carbamoyl-1H-benzo[d]imidazole-1,2-diyl))bis(4-methoxythieno[3,2-c]pyridine-2-carboxylic acid)